1-(3-bromo-2-methyl-7-((3-(1-methyl-1H-imidazol-2-yl)benzyl)amino)pyrazolo[1,5-a]Pyrimidin-5-yl)propan-1-ol BrC=1C(=NN2C1N=C(C=C2NCC2=CC(=CC=C2)C=2N(C=CN2)C)C(CC)O)C